N1C=CC2=CC=C(C=C12)NC(NC1=CC2=C(OCCN2C(C(=O)[O-])C2=CC=CC=C2)C=C1)=O 6-(3-(1H-indol-6-yl)ureido)-2,3-dihydro-4H-benzo[b][1,4]oxazin-4-yl-2-phenylacetate